FC(C=1C=C(CN2C=C(C=3C2=NC=CC3)/C=C(/C(=O)[O-])\C#N)C=C(C1)C(F)(F)F)(F)F (E)-3-(1-(3,5-bis(trifluoromethyl) benzyl)-1H-pyrrolo[2,3-b]pyridin-3-yl)-2-cyanoacrylate